1,3-Dimethyl-1-cyclohexene CC1=CC(CCC1)C